4-amino-N-(1,1-dioxo-1,4-thiazinan-4-yl)-1-methyl-N-[[5-(trifluoromethyl)-2-pyridyl]methyl]pyrazolo[4,3-c]quinoline-8-carboxamide NC1=NC=2C=CC(=CC2C2=C1C=NN2C)C(=O)N(CC2=NC=C(C=C2)C(F)(F)F)N2CCS(CC2)(=O)=O